NC1=C(C=2C=3N(C=NC2N1C1=C(C(=CC=C1C)O)C)C(=CN3)COC)C(=O)N 8-amino-7-(3-hydroxy-2,6-dimethylphenyl)-3-(methoxymethyl)-7H-imidazo[1,2-c]pyrrolo[3,2-e]pyrimidine-9-carboxamide